N-[3-chloro-4-[4-[2-(3-hydroxyazetidin-3-yl)acetyl]piperazine-1-carbonyl]phenyl]-5-[2,3-difluoro-4-(fluoromethoxy)phenyl]-1-methyl-imidazole-2-carboxamide formate C(=O)O.ClC=1C=C(C=CC1C(=O)N1CCN(CC1)C(CC1(CNC1)O)=O)NC(=O)C=1N(C(=CN1)C1=C(C(=C(C=C1)OCF)F)F)C